2-methylphenyl-molybdenum CC1=C(C=CC=C1)[Mo]